N-(4-(4-((2-(dimethylamino)ethyl)amino)-3-ethyl-1H-pyrazolo[3,4-d]pyrimidin-6-yl)phenyl)-2,5-difluorobenzenesulfonamide CN(CCNC1=C2C(=NC(=N1)C1=CC=C(C=C1)NS(=O)(=O)C1=C(C=CC(=C1)F)F)NN=C2CC)C